4-chloro-7-nitro-1,2,5-benzoxadiazole ClC1=NC=C(C2=C1C=NO2)[N+](=O)[O-]